6-cyclopropoxy-2-(1-(methoxymethyl)-2-oxabicyclo[2.1.1]hexan-4-yl)-N-(1-((1S,2R)-2-methylcyclopropyl)-2-oxo-1,2-dihydropyridin-3-yl)-2H-pyrazolo[3,4-b]pyridine-5-carboxamide C1(CC1)OC=1C(=CC=2C(N1)=NN(C2)C21COC(C2)(C1)COC)C(=O)NC=1C(N(C=CC1)[C@@H]1[C@@H](C1)C)=O